N1(CCC2=CC=CC=C12)C(CN1C2=NC(=NC(=C2N=C1)N/N=C/C1=CC(=CC=C1)C)N1CCOCC1)=O (E)-1-(indolin-1-yl)-2-(6-(2-(3-methylbenzylidene)hydrazinyl)-2-morpholino-9H-purin-9-yl)ethan-1-one